ClC1=CC(=C(C=C1)[C@@H]1OC2=C(OC1)C=CC=C2C2CCN(CC2)CC=2N(C=1C(=NC=C(C1)C(=O)O)N2)CC2(CC2)CF)F (S)-2-((4-(3-(4-chloro-2-fluorophenyl)-2,3-dihydrobenzo[b][1,4]dioxin-5-yl)piperidin-1-yl)methyl)-1-((1-(fluoromethyl)cyclopropyl)methyl)-1H-imidazo[4,5-b]pyridine-6-carboxylic acid